CC1(C2=CC=CC=C2C=2C=C(C(=CC12)N)C1=CC=2CCCCC2C=C1)C 9,9-dimethyl-3-(5,6,7,8-tetrahydronaphthalen-2-yl)-9H-fluoren-2-amine